(Z)-2-cyclopropoxy-N'-hydroxyisonicotinamidine C1(CC1)OC=1C=C(/C(=N/O)/N)C=CN1